(1R,4R,5S)-5-((3-(((R)-1-acetylpyrrolidin-2-yl)ethynyl)-7-bromo-8-fluoro-6-methyl-2-(methylsulfanyl)quinolin-4-yl)amino)-2-azabicyclo[2.1.1]hexane-2-carboxylic acid tert-butyl ester C(C)(C)(C)OC(=O)N1[C@H]2[C@H]([C@@H](C1)C2)NC2=C(C(=NC1=C(C(=C(C=C21)C)Br)F)SC)C#C[C@@H]2N(CCC2)C(C)=O